C(CCCCCCCCCCC)OC(CCC1=CC(=C(C(=C1)C(C)(C)C)O)C(C)(C)C)=O n-dodecyl-3-(3,5-di-t-butyl-4-hydroxyphenyl)propionate